ClC1=CC=C2C(=CNC2=C1OC1CC1)S(=O)(=O)Cl 6-chloro-7-cyclopropyloxy-1H-indole-3-sulfonyl chloride